C(C)(=O)N[C@H]1C([C@H](C1)C(=O)OC)(C)C methyl (1S,3R)-3-acetamido-2,2-dimethylcyclobutane-1-carboxylate